[4-[4-amino-3-[4-[[(2-methoxybenzoyl) amino] methyl] phenyl] pyrazolo[3,4-d]pyrimidin-1-yl] cyclohexyl] 4-methylbenzoate CC1=CC=C(C(=O)OC2CCC(CC2)N2N=C(C=3C2=NC=NC3N)C3=CC=C(C=C3)CNC(C3=C(C=CC=C3)OC)=O)C=C1